FC=1C(=C(C=CC1F)[C@H]1C(O[C@]([C@H]1C)(C(F)(F)F)C)C(=O)O)OC (3S,4S,5R)-3-(3,4-difluoro-2-methoxy-phenyl)-4,5-dimethyl-5-(trifluoromethyl)tetrahydrofuran-2-carboxylic acid